C(C)(C)(C)OC(=O)N1CC2=C(C=CC=C2CC1)C 8-methyl-3,4-dihydroisoquinoline-2(1H)-carboxylic acid tert-butyl ester